NCCCN(CCCCCCCC(=O)OCCC(CCCC)CCCC)CCCCCCCC(OCCC(CCC)CCC)=O 3-butylheptyl 8-((3-aminopropyl)(8-oxo-8-((3-propylhexyl)oxy)octyl)amino)octanoate